bis(8-hydroxy-2-methylhydroxyquinoline) aluminum [Al].OC=1C=CC=C2C=C(C(=NC12)C)O.OC=1C=CC=C2C=C(C(=NC12)C)O